Ethyl (E)-6-(3-ethoxy-2-methoxy-3-carbonylprop-1-en-1-yl)-5-nitronicotinate C(C)OC(\C(=C/C1=NC=C(C(=O)OCC)C=C1[N+](=O)[O-])\OC)=C=O